2-(deutero)methoxy-4-(trifluoromethoxy)phenol [2H]COC1=C(C=CC(=C1)OC(F)(F)F)O